4-acrylamido-N-(quinolin-8-yl)picolinamide C(C=C)(=O)NC1=CC(=NC=C1)C(=O)NC=1C=CC=C2C=CC=NC12